2-(furan-3-yl)-4-(trimethylstannyl)pyrimidine O1C=C(C=C1)C1=NC=CC(=N1)[Sn](C)(C)C